[C@@H]1([C@H](O)[C@@H](O)[C@H](O)[C@H](O1)CO)OC=1C(=O)O[C@@H](C1O)[C@@H](O)CO 2-O-(β-D-Glucopyranosyl)ascorbic acid